n-propylcyanoacetate C(CC)OC(CC#N)=O